4,5-Dichloro-2-(1-(4-methyl-3-((4-methyl-1,4-diazepan-1-yl)sulfonyl)phenyl)-2-oxopyrrolidin-3-yl)pyridazin-3(2H)-one ClC=1C(N(N=CC1Cl)C1C(N(CC1)C1=CC(=C(C=C1)C)S(=O)(=O)N1CCN(CCC1)C)=O)=O